C(C1=CC=CC=C1)(=O)N1C(N(C=CC1=O)[C@H]1[C@@H]([C@@H]([C@H](O1)/C=C/P([O-])([O-])=O)O)SCC)=O ((E)-2-((2R,3R,4R,5R)-5-(3-benzoyl-2,4-dioxo-3,4-dihydropyrimidin-1(2H)-yl)-4-(ethylthio)-3-hydroxytetrahydrofuran-2-yl)vinyl)phosphonate